C(C)(=O)N[C@H]1C(O[C@@H]([C@H]([C@@H]1O[C@@H](C(=O)O)C)O)CO)O[C@H]1[C@@H]([C@H](C(O)O[C@@H]1CO)NC(C)=O)O N-acetylmuramyl-(1→4)-N-acetylglucosamine